6-(4-amino-2,6-dichlorophenyl)-4-isopropyl-pyridazin NC1=CC(=C(C(=C1)Cl)C1=CC(=CN=N1)C(C)C)Cl